COC(=O)C1=CC=CC=2N1CC=CN2 pyrido[1,2-a]pyrimidine-6-carboxylic acid methyl ester